2-(2-((3R,4R)-3-Amino-4-fluoropiperidin-1-yl)-5,6-difluoro-1H-benzo[d]imidazol-1-yl)-N-(2-cyanopropyl)-N-methylacetamid N[C@@H]1CN(CC[C@H]1F)C1=NC2=C(N1CC(=O)N(C)CC(C)C#N)C=C(C(=C2)F)F